ClC1=NC(=CC=C1C(C=O)(C)C)OC 2-(2-chloro-6-methoxypyridin-3-yl)-2-methylpropanal